methyl 1-(4-acetyl-2,6-dimethylphenyl)-4-amino-6-oxo-1,6-dihydropyrimidine-5-carboxylate C(C)(=O)C1=CC(=C(C(=C1)C)N1C=NC(=C(C1=O)C(=O)OC)N)C